N[C@H]1CN(CCC1)C(=O)C1=NN(C(=C1)C1=CC(=C(C#N)C=C1)F)C1=C(C=C(C=C1)N1CCC(CC1)C)F (R)-4-(3-(3-aminopiperidine-1-carbonyl)-1-(2-fluoro-4-(4-methylpiperidine-1-yl)phenyl)-1H-pyrazole-5-yl)-2-fluorobenzonitrile